N-(3-fluoro-4-(piperidin-1-yl)phenyl)-5-methyl-2-(piperidin-1-yl)oxazole-4-carboxamide FC=1C=C(C=CC1N1CCCCC1)NC(=O)C=1N=C(OC1C)N1CCCCC1